3-(2,4,5-trimethyl-3,6-dioxocyclohexa-1,4-dien-1-yl)propanoic acid CC1=C(C(C(=C(C1=O)C)C)=O)CCC(=O)O